FC1=C(C=O)C(=CC=C1F)OCC1=CC=C(C=C1)OC 2,3-difluoro-6-[(4-methoxyphenyl)methoxy]benzaldehyde